OC(CCN1N(C(SC=C1)=O)CCC1=CC=C(S1)C(=O)O)CC=1SC=C(C1)C#CC1=CSC=C1 5-(2-(4-(3-hydroxy-4-(4-(thien-3-ylethynyl)thien-2-yl)butyl)-2-oxo-1,3,4-thiadiazin-3-yl)ethyl)thiophene-2-carboxylic acid